NCC(CN1N=C(N(C1=O)CC=1SC(=CC1)C1=CC=C(C=C1)S(=O)(=O)C)C)=C(F)F 2-[2-(aminomethyl)-3,3-difluoro-allyl]-5-methyl-4-[[5-(4-methylsulfonylphenyl)-2-thienyl]methyl]-1,2,4-triazol-3-one